NC1=C(C=C(C=C1)C1=CC=C(C=C1)F)NC(=O)C=1SC2=C(C1)C=C(C=C2)S(=O)(=N)C2CC2 N-[2-amino-5-(4-fluorophenyl)phenyl]-5-(cyclopropylsulfonimidoyl)benzothiophene-2-carboxamide